(S)-2-((5-(2-(6-(dimethylamino)-2-methylhexan-3-yl)-2,6-diazaspiro[3.4]oct-6-yl)-1,2,4-triazin-6-yl)oxy)-N-ethyl-5-fluoro-N-isopropylbenzamide formate C(=O)O.CN(CCC[C@@H](C(C)C)N1CC2(C1)CN(CC2)C=2N=CN=NC2OC2=C(C(=O)N(C(C)C)CC)C=C(C=C2)F)C